4-[4-(difluoromethyl)-1-(4-methylbenzenesulfonyl)-1H-pyrrolo[3,2-c]pyridin-3-yl]-2-methyl-6-{[(1r,4r)-4-(trifluoromethyl)cyclohexyl]oxy}pyrimidine FC(C1=NC=CC2=C1C(=CN2S(=O)(=O)C2=CC=C(C=C2)C)C2=NC(=NC(=C2)OC2CCC(CC2)C(F)(F)F)C)F